(5-acetyl-6-(4,4-difluoropiperidin-1-yl)pyridin-2-yl)-4-iodo-2-(6-azaspiro[2.5]oct-6-yl)benzamide C(C)(=O)C=1C=CC(=NC1N1CCC(CC1)(F)F)C=1C(=C(C(=O)N)C=CC1I)N1CCC2(CC2)CC1